1-acetyl-4-(3-(cyclopropylmethoxy)-4-(difluoromethoxy)phenyl)-N,N-dimethyl-2,5-dihydro-1H-pyrrole-2-carboxamide C(C)(=O)N1C(C=C(C1)C1=CC(=C(C=C1)OC(F)F)OCC1CC1)C(=O)N(C)C